NC1=CC=2N(C(N(CC2C=N1)C1=C(C=CC=C1C)F)=O)CC1CCNCC1 7-amino-3-(2-fluoro-6-methyl-phenyl)-1-(4-piperidylmethyl)-4H-pyrido[4,3-d]pyrimidin-2-one